(4-(4-(benzo[d]thiazol-5-ylamino)quinolin-6-yl)-3-fluorophenyl)(4,4-difluoropiperidin-1-yl)methanone S1C=NC2=C1C=CC(=C2)NC2=CC=NC1=CC=C(C=C21)C2=C(C=C(C=C2)C(=O)N2CCC(CC2)(F)F)F